5-Hydroxy-1,3-benzenedihydrazide OC=1C=C(C=C(C1)C(=O)NN)C(=O)NN